pyrazolo[3,4-b][1,4]oxazepin N=1N=CC=2C1OCC=CN2